N12CC(C(CC1)CC2)NC(=O)C2=NNC1=CC=C(C=C21)OC(F)(F)F N-(1-azabicyclo[2.2.2]oct-3-yl)-5-(trifluoromethoxy)-1H-indazole-3-carboxamide